tri-ammonium tristearate C(CCCCCCCCCCCCCCCCC)(=O)[O-].C(CCCCCCCCCCCCCCCCC)(=O)[O-].C(CCCCCCCCCCCCCCCCC)(=O)[O-].[NH4+].[NH4+].[NH4+]